C(CCCCCCC\C=C/CCCCCCCC)(=O)OCC(COC(CCCCCCC\C=C/CCCCCCCC)=O)(COC(CCN1CCCC1)=O)COC(CCCCCCC\C=C/CCCCCCCC)=O 2-((Oleoyloxy)methyl)-2-(((3-(pyrrolidin-1-yl)propanoyl)oxy)methyl)propane-1,3-diyl dioleate